CO[C@@H](C)C1=[N+](C=CC=C1)[O-] 2-((S)-1-methoxyethyl)pyridine-1-oxide